NC1=C(C=C(C=N1)C=1C=C2N(N1)CC[C@]21CN(CC1)C(=O)NCC)C1=C(C=CC=C1)F |r| (rac)-2'-[6-amino-5-(2-fluorophenyl)pyridin-3-yl]-N-ethyl-5',6'-dihydrospiro[pyrrolidine-3,4'-pyrrolo[1,2-b]pyrazole]-1-carboxamide